N,N'-bis(2-methacryloyloxyethyl)urea C(C(=C)C)(=O)OCCNC(=O)NCCOC(C(=C)C)=O